1-ethoxycarbonyl-4-(3-dimethylaminopropyl)semicarbazide C(C)OC(=O)NNC(=O)NCCCN(C)C